ClC=1C=C(C=CC1)C(C(O)C1=CC(=CC=C1)F)(F)F 2-(3-chlorophenyl)-2,2-difluoro-1-(3-fluorophenyl)ethan-1-ol